tert-butyl (RS)-{2-[3-(imidazo[1,2-a]pyridin-5-yl)thioureido]pent-3-yn-1-yl}carbamate N=1C=CN2C1C=CC=C2NC(N[C@@H](CNC(OC(C)(C)C)=O)C#CC)=S |r|